perfluorooctanoic acid tri-n-butylamine salt C(CCC)N(CCCC)CCCC.FC(C(=O)O)(C(C(C(C(C(C(F)(F)F)(F)F)(F)F)(F)F)(F)F)(F)F)F